C(C)(C)(C)C1=C(C=C(C=N1)C=1N=C2SC[C@@H](CN2C(C1C#N)=O)CO)F (S)-8-(6-(tert-butyl)-5-fluoropyridin-3-yl)-3-(hydroxymethyl)-6-oxo-3,4-dihydro-2H,6H-pyrimido[2,1-b][1,3]thiazine-7-carbonitrile